5-(4-hydroxy-3-methoxybenzyl)-2,2-dimethyl-1,3-dioxane-4,6-dione OC1=C(C=C(CC2C(OC(OC2=O)(C)C)=O)C=C1)OC